(S)-6-(1-amino-1,3-dihydrospiro[indene-2,4'-piperidin]-1'-yl)-3-(2,4-bis(trifluoromethyl)-7,8-dihydroquinolin-5-yl)-1,5-dihydro-4H-pyrazolo[3,4-d]pyrimidin-4-one N[C@@H]1C2=CC=CC=C2CC12CCN(CC2)C=2NC(C1=C(N2)NN=C1C=1C=2C(=CC(=NC2CCC1)C(F)(F)F)C(F)(F)F)=O